5,7-dioxa-14-azatetracyclo[9.2.1.02,10.04,8]Tetradeca-2,4(8),9,12-tetraene-14-carboxylic acid tert-butyl ester C(C)(C)(C)OC(=O)N1C2C3=CC=4OCOC4C=C3C1C=C2